BrC=1C=C2C(=CC(=NC2=CC1)C=1OC(=CC1)C)C(=O)N1CCN(CC1)C(C)=O (4-(6-bromo-2-(5-methylfuran-2-yl)quinolin-4-carbonyl)piperazin-1-yl)ethan-1-one